C(C)OC(CCC1OC2=CC=C(C=C2CC1)C=1C(=NC=CC1)SC(C)C)=O.BrC=1C=CC(=C(N)C1)C=1N(N=CC1)C 5-bromo-2-(2-methylpyrazol-3-yl)aniline ethyl-3-[6-(2-isopropylsulfanyl-pyridin-3-yl)-chroman-2-yl]-propionate